N,N'-diisobutyrylethylenediamine C(C(C)C)(=O)NCCNC(C(C)C)=O